4'-chloro-10'-(3-(hydroxymethyl)-3-methylcyclohex-1-en-1-yl)-5'H-spiro[cyclohexane-1,7'-indolo[1,2-a]quinazolin]-5'-one ClC=1C=2C(N=C3N(C2C=CC1)C1=CC(=CC=C1C31CCCCC1)C1=CC(CCC1)(C)CO)=O